CP(=O)(C)C1=C(C=CC=C1)C1=CC(=C(C(=C1)F)N1C([C@@H](CCC1)NC(NC1=C(C=C(C=C1)C(F)(F)F)F)=O)=O)F 3-[(3R)-1-[2'-(Dimethylphosphoryl)-3,5-difluoro-[1,1'-biphenyl]-4-yl]-2-oxopiperidin-3-yl]-1-[2-fluoro-4-(trifluoromethyl)phenyl]urea